5-[6-methyl-5-[(3R)-3-methylsulfonylpyrrolidin-1-yl]pyridazin-3-yl]-1H-pyrimidine-2,4-dione CC1=C(C=C(N=N1)C=1C(NC(NC1)=O)=O)N1C[C@@H](CC1)S(=O)(=O)C